CC=1C2=C(C(C3(SC(=CC31)C3=CC=CC=C3)C)(C)C)C(=O)OC2=O 4,7,7,7a-tetramethyl-2-phenylbenzo[b]thiophene-5,6-dicarboxylic anhydride